ClC1=C(C=NC=C1)C(=O)N1C(=NCC1)SC (4-Chloropyridin-3-yl)(2-(methylthio)-4,5-dihydro-1H-imidazol-1-yl)methanone